1-phenoxy-7-({2-[(α-D-mannopyranosyl)oxy]ethyl}carbamoyl)-3,6,12,16-tetraazadocosan-22-oate O(C1=CC=CC=C1)CCNCCNC(CCCCNCCCNCCCCCC(=O)[O-])C(NCCO[C@@H]1[C@@H](O)[C@@H](O)[C@H](O)[C@H](O1)CO)=O